(R)-methyl 2-(3-(5-(3-hydroxy-1-methyl-2-oxopyrrolidin-3-yl)isoxazol-3-yl)phenyl)-5-(pyrrolidin-1-ylmethyl)thiazole-4-carboxylate O[C@@]1(C(N(CC1)C)=O)C1=CC(=NO1)C=1C=C(C=CC1)C=1SC(=C(N1)C(=O)OC)CN1CCCC1